[C@@H]1([C@H](O)[C@H](O)[C@@H](O)[C@@H](O1)C)OC[C@@H]1[C@H]([C@@H]([C@H]([C@H](O)O1)O)O)O 6-O-α-L-rhamnopyranosyl-β-D-glucopyranose